1-[(benzyloxy)carbonyl]aminocyclopropane-1-carboxylic acid C(C1=CC=CC=C1)OC(=O)NC1(CC1)C(=O)O